rac-tert-Butyl {[4-(1-methyl-1H-imidazol-2-yl)-2,5-dioxoimidazolidin-4-yl]methyl}carbamate CN1C(=NC=C1)[C@]1(NC(NC1=O)=O)CNC(OC(C)(C)C)=O |r|